5-Bromo-3H-1,3-benzoxazol-2-one BrC=1C=CC2=C(NC(O2)=O)C1